phenyl 1-(8-fluoro-7-(8-fluoronaphthalen-1-yl)-2-((tetrahydro-1H-pyrrolizin-7a(5H)-yl)methoxy)pyrido[4,3-d]pyrimidin-4-yl)piperidine-4-carboxylate FC1=C(N=CC2=C1N=C(N=C2N2CCC(CC2)C(=O)OC2=CC=CC=C2)OCC21CCCN1CCC2)C2=CC=CC1=CC=CC(=C21)F